C1(CCCCC1)N1N=CC(=C1)C=1C(=C(C=CC1)NC1=C(N=NC(=C1)NC(=O)C1CC1)C(=O)N)OC 4-((3-(1-cyclohexyl-1H-pyrazol-4-yl)-2-methoxyphenyl)amino)-6-(cyclopropanecarboxamido)pyridazine-3-carboxamide